IC=1C=C2C(NC(=NC2=CC1OC)C)=O 6-iodo-7-methoxy-2-methyl-quinazolin-4(3H)-one